7-(9H-carbazole-9-yl)-4-methylcoumarin C1=CC=CC=2C3=CC=CC=C3N(C12)C1=CC=C2C(=CC(OC2=C1)=O)C